N1C=CC=C2C=CC=3C(=C12)C=NN3 PYRAZOLOQUINOLINE